(R)-1-acetyl-4-methylcyclohex-3-en-1-yl-2,2-diphenylacetic acid C(C)(=O)[C@]1(CC=C(CC1)C)C(C(=O)O)(C1=CC=CC=C1)C1=CC=CC=C1